4-{5-[2-fluoro-6-(prop-2-yn-1-yloxy)phenyl]-4,5-dihydro-1,2-oxazol-3-yl}-1,3-thiazol FC1=C(C(=CC=C1)OCC#C)C1CC(=NO1)C=1N=CSC1